3,4-ethylenedioxythiopheneethanol C1OC2=C(SC=C2OC1)CCO